N'-((1,2,3,6,7,8-hexahydrodicyclopenta[b,d]pyridin-5-yl)carbamoyl)-2-(2-hydroxypropan-2-yl)thiazole-5-sulfonimidamide C1CCC2=NC(=C3C(=C21)CCC3)NC(=O)N=S(=O)(N)C3=CN=C(S3)C(C)(C)O